3-(5-(Bromomethyl)pyridin-3-yl)piperidine-2,6-dione BrCC=1C=C(C=NC1)C1C(NC(CC1)=O)=O